[2-[1-(cyclopropylmethyl)-6-(4,4-dioxo-1,4,5-oxathiazepan-5-yl)pyrrolo[2,3-b]pyridin-2-yl]-5-methoxy-3-methylimidazo[1,2-a]pyridin-7-yl]methanone C1(CC1)CN1C(=CC=2C1=NC(=CC2)N2S(CCOCC2)(=O)=O)C=2N=C1N(C(=CC(=C1)C=O)OC)C2C